(trimethoxysilyl)propane-1-thiol CO[Si](OC)(OC)C(CC)S